(trifluoromethyl)azetidine-3-carbonitrile FC(F)(F)N1CC(C1)C#N